tert-butyl 4-((7R)-7-amino-1-methyl-6,7-dihydro-5H-benzo[c][1,2,3]triazolo[1,5-a]azepin-9-yl)-5,6-dihydropyridine-1(2H)-carboxylate N[C@H]1C2=C(C=3N(CC1)N=NC3C)C=CC(=C2)C2=CCN(CC2)C(=O)OC(C)(C)C